(2R,3S,5R)-5-(6-amino-2-fluoro-9H-purin-9-yl)-2-((((S)-(((S)-1-(2-ethylbutoxy)-1-oxo-3-phenylpropan-2-yl)amino)(phenoxy)phosphoryl)oxy)methyl)-2-ethynyltetrahydrofuran-3-yl nonanoate C(CCCCCCCC)(=O)O[C@@H]1[C@@](O[C@H](C1)N1C2=NC(=NC(=C2N=C1)N)F)(C#C)CO[P@](=O)(OC1=CC=CC=C1)N[C@H](C(=O)OCC(CC)CC)CC1=CC=CC=C1